2-ethynyl-4-methylphenylacetate C(#C)C1=C(C=CC(=C1)C)CC(=O)[O-]